CN1CCC(CC1)C(=O)C1=CC=CC(=N1)NC(C1=C(C=CC=C1)OC1=CC=CC=C1)=O N-[6-(1-Methyl-piperidine-4-carbonyl)-pyridin-2-yl]-2-phenoxy-benzamide